ethyl N-{[5-bromo-3-(morpholin-4-yl)pyridin-2-yl]carbamothioyl}carbamate BrC=1C=C(C(=NC1)NC(=S)NC(OCC)=O)N1CCOCC1